ClC1=C(C(=C(C=C1)N1CC(N(CC1)C1=NC=C(C=C1)C(C)(C)O)=O)F)C1=NC2=C(N1C)C=CC=C2 4-(4-chloro-2-fluoro-3-(1-methyl-1H-benzo[d]imidazol-2-yl)phenyl)-1-(5-(2-hydroxypropan-2-yl)pyridin-2-yl)piperazin-2-one